NC1=CC=C(C=N1)N1[C@H](CN(CC1)C(=O)OC(C)(C)C)COC (R)-tert-butyl 4-(6-aminopyridin-3-yl)-3-(methoxymethyl)piperazine-1-carboxylate